1,2-bis(iodomethyl)benzene ICC1=C(C=CC=C1)CI